N-(Cyanomethyl)-2-(2-fluoro-3-(4,4,5,5-tetramethyl-1,3,2-dioxaborolan-2-yl)phenyl)isonicotinamide C(#N)CNC(C1=CC(=NC=C1)C1=C(C(=CC=C1)B1OC(C(O1)(C)C)(C)C)F)=O